2,6-diisopropyl-3,5-bis(2-methoxyphenyl)iodobenzene C(C)(C)C1=C(C(=C(C=C1C1=C(C=CC=C1)OC)C1=C(C=CC=C1)OC)C(C)C)I